ClP(C1=C(C=CC=C1)F)C1=C(C=CC=C1)F chlorobis(2-fluorophenyl)phosphine